C(#N)C=1C=C2CCCN(C2=CC1)C(=O)C=1N=C(C=2N(C1)C(=CN2)C=2C=CC(=NC2)NC(OC)=O)C methyl N-[5-[6-(6-cyano-3,4-dihydro-2H-quinoline-1-carbonyl)-8-methyl-imidazo[1,2-a]pyrazin-3-yl]-2-pyridyl]carbamate